N-((3-chloro-4-fluorophenyl)(5-methyl-4-(methylsulfonyl)-1H-imidazol-2-yl)methyl)-3,5-difluoropyridin-2-amine ClC=1C=C(C=CC1F)C(NC1=NC=C(C=C1F)F)C=1NC(=C(N1)S(=O)(=O)C)C